C(C)(=O)OC=1C=CC=C(C1)C1=C2NC(=C1)C=C1C=CC(=N1)C(=C1C=CC(N1)=C(C=1C=CC(N1)=C2C2=CC=CC=C2)C2=CC=CC=C2)C2=CC=CC=C2 5-acetoxyphenyl-10,15,20-triphenylporphyrin